CC1=NC(=CC=C1N1CC2N(C(C1)C2)C(=O)OC(C)(C)C)C(NC)=O tert-butyl 3-(2-methyl-6-(methylcarbamoyl)pyridin-3-yl)-3,6-diazabicyclo[3.1.1]heptan-6-carboxylate